FC1(CCN(CC1)C=1C=2N(C=C(C1)N)N=C(N2)C)F 8-(4,4-difluoropiperidin-1-yl)-2-methyl-[1,2,4]triazolo[1,5-a]pyridin-6-amine